C(#N)C(C)(C)N=NC(C#N)(C)C 2-[2-(1-cyano-1-methylethyl)diazen-1-yl]-2-methylpropionitrile